CNC([C@H](NC1=NC=2C=CC=CC2C=2N1N=C(N2)C2=C(C=CC=C2)OC(F)(F)F)CCC)=O N-methyl-N2-{2-[2-(trifluoromethoxy)phenyl][1,2,4]triazolo[1,5-c]quinazolin-5-yl}-D-norvalinamide